1-(ethylamino)-2-methylpropan-2-ol C(C)NCC(C)(O)C